[(3S)-3-(1H-1,2,4-Triazol-5-yl)pyrrolidin-1-yl]-[6-[[5-(trifluoromethyl)pyrimidin-2-yl]methyl]-2-azaspiro[3.3]heptan-2-yl]methanone N1N=CN=C1[C@@H]1CN(CC1)C(=O)N1CC2(C1)CC(C2)CC2=NC=C(C=N2)C(F)(F)F